(1-(6-methoxypyridazin-4-yl)piperidin-4-yl)methano1(S)-epoxyphenylethane COC1=CC(=CN=N1)N1CCC(CC1)C1(CC1)C1=C2C(=CC=C1)O2